7-((7H-pyrrolo[2,3-d]pyrimidin-4-yl)amino)-5-chloro-2-cyclobutyl-2-methyl-2,3-dihydro-1H-pyrido[2,1-f][1,2,4]triazine N1=CN=C(C2=C1NC=C2)NC=2C=C(C1=CNC(NN1C2)(C)C2CCC2)Cl